OC1=C(CO[C@@H]2[C@H]([C@H]([C@H](O[C@]23OCCCC3)CO)O)N3N=NC(=C3)C3=CC(=C(C(=C3)F)F)F)C=CC=C1 (2R,3R,4S,5R,6S)-5-((2-hydroxybenzyl)oxy)-2-(hydroxymethyl)-4-(4-(3,4,5-trifluorophenyl)-1H-1,2,3-triazol-1-yl)-1,7-dioxaspiro[5.5]undecane-3-ol